(3s,5s)-N-[4-(3-cyanophenyl)-5-(2,6-dimethyl-4-pyridinyl)thiazol-2-yl]-3,5-dimethyl-piperazine-1-carboxamide C(#N)C=1C=C(C=CC1)C=1N=C(SC1C1=CC(=NC(=C1)C)C)NC(=O)N1C[C@@H](N[C@H](C1)C)C